(2S,5S)-9-{[p-(aminomethyl)phenyl]methoxy}-5-(hydroxymethyl)-2-isopropyl-1-methyl-1,2,3,4,5,6-hexahydro-1,4-benzodiazocin-3-one NCC1=CC=C(C=C1)COC1=CC2=C(C[C@H](NC([C@@H](N2C)C(C)C)=O)CO)C=C1